(±)-4-(2-Oxo-1,4-dihydro-2H-quinazolin-3-yl)-piperidine-1-carboxylic acid [2-[1,4']bipiperidinyl-1'-yl-1-(6-methoxy-pyridin-3-ylmethyl)-2-oxo-ethyl]-amide N1(CCCCC1)C1CCN(CC1)C([C@@H](CC=1C=NC(=CC1)OC)NC(=O)N1CCC(CC1)N1C(NC2=CC=CC=C2C1)=O)=O |r|